(3-((5-fluoro-2-(4-(hydroxymethyl)-3,5-dimethyl-1H-pyrazol-1-yl)pyridin-4-yl)oxy)azetidin-1-yl)methanone FC=1C(=CC(=NC1)N1N=C(C(=C1C)CO)C)OC1CN(C1)C=O